3-((R)-3-((S)-3-(3-(cyclopropylsulfonyl)phenoxy)-2-hydroxypropylamino)-1-oxa-8-azaspiro[4.5]decan-8-ylsulfonyl)-8-methylquinolin-4-ol C1(CC1)S(=O)(=O)C=1C=C(OC[C@H](CN[C@H]2COC3(C2)CCN(CC3)S(=O)(=O)C=3C=NC2=C(C=CC=C2C3O)C)O)C=CC1